4-aminophenylethanol C1=CC(=CC=C1CCO)N